(R)-1-(3-bromophenyl)pyrrolidin-3-ol BrC=1C=C(C=CC1)N1C[C@@H](CC1)O